C(C1=CC=CC=C1)N(C1=NC2=CC=CC=C2C(N1NC(CCC1=CC(=CC=C1)F)=O)=O)C N-[2-(Benzyl-methyl-amino)-4-oxo-4H-quinazolin-3-yl]-3-(3-fluoro-phenyl)-propionamide